N-(4-chloro-1-(tetrahydro-2H-pyran-2-yl)-1H-indazol-5-yl)-5-(2-(4-methyloxazol-2-yl)pyridin-4-yl)-1,3,4-oxadiazol-2-amine ClC1=C2C=NN(C2=CC=C1NC=1OC(=NN1)C1=CC(=NC=C1)C=1OC=C(N1)C)C1OCCCC1